FC(C1=C2C(=NC=C1)N=C(N2)C(=O)OC)F methyl 7-(difluoromethyl)-1H-imidazo[4,5-b]pyridine-2-carboxylate